FC1=C(C(=C(C(=C1[B-](C1=C(C(=C(C(=C1F)F)F)F)F)(C1=C(C(=C(C(=C1F)F)F)F)F)C1=C(C(=C(C(=C1F)F)F)F)F)F)F)F)F.C1(=CC=CC=C1)[N+](CC1=CC=CC=C1)(CC1=CC=CC=C1)CC1=CC=CC=C1 phenyltribenzyl-ammonium tetrakis(pentafluorophenyl)borate